O[C@H](C)C1=CC(=NC(=N1)C1=CC(=C(C=C1)OC)OCCC)C=1CB(OC1)O (S)-4-(6-((R)-1-hydroxyethyl)-2-(4-methoxy-3-propoxyphenyl)pyrimidin-4-yl)-1,2-oxaborol-2-ol